2-methyl-8-[4-(trifluoromethyl)phenyl]-2H,8H-pyrazolo[3,4-b]-indole-5-carboxylic acid CN1N=C2N(C3=CC=C(C=C3C2=C1)C(=O)O)C1=CC=C(C=C1)C(F)(F)F